C(CCCC)C(CCCCCCC(C(=O)OC1=CC(=CC(=C1)CN(C)C)OC(C(CCCCCCC(CCCCC)CCCCC)C)=O)C)CCCCC (5-((dimethylamino) methyl)-1,3-phenylene) bis(9-pentylmethyl myristate)